FC1=C(C=CC(=C1)F)[C@](C(F)(F)C1=CC=C(C=N1)C1=CC=C(CN2C(CN(CC2)C2=CC=C(C#N)C=C2)=O)C=C1)(CN1N=NN=C1)O (R)-4-(4-(4-(6-(2-(2,4-difluorophenyl)-1,1-difluoro-2-hydroxy-3-(1H-tetrazol-1-yl)propyl)pyridin-3-yl)benzyl)-3-oxopiperazin-1-yl)benzonitrile